2-((1-Bromotetradec-13-en-4-yl)oxy)tetrahydro-2H-pyran BrCCCC(CCCCCCCCC=C)OC1OCCCC1